C(C=CCCC)=O hexaenal